FC1=C(C=CC(=C1C)OC1=CC2=C(N(C=N2)C)C=C1)NC=1C2=C(N=CN1)C=CC(=N2)SC2CCN(CC2)C(=O)OC(C)(C)C tert-butyl 4-((4-((2-fluoro-3-methyl-4-((1-methyl-1H-benzo[d]imidazol-5-yl)oxy)phenyl)amino)pyrido[3,2-d]pyrimidin-6-yl)thio)piperidine-1-carboxylate